3-(5-(6-Chloropyridin-2-yl)thiazol-2-yl)-3-hydroxy-1-methylpyrrolidin-2-one ClC1=CC=CC(=N1)C1=CN=C(S1)C1(C(N(CC1)C)=O)O